C1(CC1)CC1=NC(=NC=C1B1OC(C(O1)(C)C)(C)C)NC (cyclopropylmethyl)-N-methyl-5-(4,4,5,5-tetramethyl-1,3,2-dioxaborolane-2-Yl)pyrimidin-2-amine